3-(2-methylphenyl)chromanone CC1=C(C=CC=C1)C1C(OC2=CC=CC=C2C1)=O